(4-(4-amino-3-chloro-5-methyl-1H-pyrazol-1-yl)piperidin-1-yl)(cyclopropyl)methanone yttrium tertiary-butoxide CC(C)(C)[O-].[Y+3].NC=1C(=NN(C1C)C1CCN(CC1)C(=O)C1CC1)Cl.CC(C)(C)[O-].CC(C)(C)[O-]